3-((7-(6-chloro-4-methyl-3-(pyrrolidin-3-ylamino)pyridin-2-yl)thieno[3,2-b]pyridin-2-yl)methyl)-6,6-dimethyl-3-azabicyclo[3.1.0]hexane-2,4-dione ClC1=CC(=C(C(=N1)C1=C2C(=NC=C1)C=C(S2)CN2C(C1C(C1C2=O)(C)C)=O)NC2CNCC2)C